3-(1-methylazetidin-3-yl)urea CN1CC(C1)NC(N)=O